FC=1C=C(C=NC1)[C@H](CNC(C)(C)C1CCC(CC1)C(=O)O)O (1R,4r)-4-(2-(((R)-2-(5-fluoropyridin-3-yl)-2-hydroxyethyl)amino)propan-2-yl)cyclohexane-1-carboxylic acid